tert-butyl (2R)-4-(2-(2-chloro-6-methylpyridin-3-yl)ethyl)-2-(hydroxymethyl)-4-((4-methoxybenzyl)amino)pyrrolidine-1-carboxylate ClC1=NC(=CC=C1CCC1(C[C@@H](N(C1)C(=O)OC(C)(C)C)CO)NCC1=CC=C(C=C1)OC)C